OCC(=O)[C@@H](O)[C@H](O)[C@H](O)C(=O)O fructouronic acid